4-((1-(2-(4,6-dichloro-2-methyl-1H-indol-3-yl)ethyl)-1H-1,2,3-triazol-4-yl)methyl)thiomorpholine 1,1-dioxide ClC1=C2C(=C(NC2=CC(=C1)Cl)C)CCN1N=NC(=C1)CN1CCS(CC1)(=O)=O